1-(4-(3-chloro-2-methylphenyl)piperazin-1-yl)-2-(5,5-difluoro-3-(4-hydroxypiperidine-1-carbonyl)-4,5,6,7-tetrahydro-1H-indazol-1-yl)ethan-1-one ClC=1C(=C(C=CC1)N1CCN(CC1)C(CN1N=C(C=2CC(CCC12)(F)F)C(=O)N1CCC(CC1)O)=O)C